2,6-Dimethyl-1H,5H-[1,4]dithiino[2,3-c:5,6-c']dipyrrole-1,3,5,7(2H,6H)-tetron CN1C(C2=C(C1=O)SC=1C(N(C(C1S2)=O)C)=O)=O